C(CCC)N1C=[NH+]C=C1 1-(1-butyl)-imidazolium